C(C1=CC=CC=C1)N1CC(CC1C)CN(CC1=CC=C(C=C1)OC)C1CC1 N-[(1-benzyl-5-methyl-pyrrolidin-3-yl)methyl]-N-[(4-methoxyphenyl)methyl]Cyclopropylamine